C1(CCCC1)[C@H]1N(C[C@H](CC1)C)C(C(=O)NC1=C(C(=NC=C1)OC)C(=O)N)=O [[2-[(2S,5S)-2-cyclopentyl-5-methyl-1-piperidyl]-2-oxo-acetyl]amino]-2-methoxy-pyridine-3-carboxamide